N-propyl-N-nonylurea C(CC)N(C(=O)N)CCCCCCCCC